BrC=1C=C2C(=CC(=NC2=CC1)N(CC(=O)O)C)C1=CC=CC=C1 2-[(6-bromo-4-phenylquinolin-2-yl)(methyl)amino]acetic acid